ClC1=CC(=C(C=C1)C1=NC(=CC2=C1N=C(N(C2=O)C)C)N2C[C@@H](OC1(CCC1)C2)C=2C=NN(C2)C)F (S)-8-(4-chloro-2-fluorophenyl)-2,3-dimethyl-6-(6-(1-methyl-1H-pyrazol-4-yl)-5-oxa-8-azaspiro[3.5]non-8-yl)pyrido[3,4-d]pyrimidin-4(3H)-one